(((1'R,2'R)-6-hydroxy-5'-methyl-4-(2-methyloctan-2-yl)-2'-(prop-1-en-2-yl)-1',2',3',4'-tetrahydro-[1,1'-biphenyl]-2-yl)oxy)methyl pivalate C(C(C)(C)C)(=O)OCOC1=C(C(=CC(=C1)C(C)(CCCCCC)C)O)[C@H]1[C@@H](CCC(=C1)C)C(=C)C